6-(2-hydroxy-2-methylpropoxy)-4-(6-(6-(4-methylnicotinoyl)-3,6-diazabicyclo[3.1.1]heptan-3-yl)pyridin-3-yl)pyrazolo[1,5-a]pyridine-3-carbonitrile OC(COC=1C=C(C=2N(C1)N=CC2C#N)C=2C=NC(=CC2)N2CC1N(C(C2)C1)C(C1=CN=CC=C1C)=O)(C)C